C(C)(C)(C)OC(N[C@H]1C[C@@H](OC[C@@H]1OC)C(=O)N1[C@H](C2=CC=CC=C2CC1)C1=CC=C(C=C1)F)=O ((2r,4S,5r)-2-((S)-1-(4-fluorophenyl)-1,2,3,4-tetrahydroisoquinoline-2-carbonyl)-5-methoxytetrahydro-2H-pyran-4-yl)carbamic acid tert-butyl ester